(R)-2,4,6-triisopropylbenzenesulfinamide C(C)(C)C1=C(C(=CC(=C1)C(C)C)C(C)C)[S@@](=O)N